N-(5-chloro-2-(4-hydroxy-4-methylazepan-1-yl)phenyl)-5-(pyridin-4-yl)furan-2-carboxamide ClC=1C=CC(=C(C1)NC(=O)C=1OC(=CC1)C1=CC=NC=C1)N1CCC(CCC1)(C)O